ClCC(COC1=C(C=C(C=C1Cl)C(C)(C)C1=CC=C(C=C1)OCC(CS(=O)(=O)CC)O)Cl)O 1-chloro-3-(2,6-dichloro-4-(2-(4-(2-hydroxy-3-(ethylsulfonyl)propoxy)phenyl)propan-2-yl)phenoxy)propan-2-ol